5-(3,5-di-3-pyridylphenyl)-2-methylpyrimidine N1=CC(=CC=C1)C=1C=C(C=C(C1)C=1C=NC=CC1)C=1C=NC(=NC1)C